C1(CCCCCC1)NCC1=C2C(=NC(=C1)C(=O)NC1=CC(=CC=C1)C1(CC(C1)C)C1=NN=CN1C)C(=CN2)C 7-((cycloheptylamino)methyl)-3-methyl-N-(3-((1s,3s)-3-methyl-1-(4-methyl-4H-1,2,4-triazol-3-yl)cyclobutyl)phenyl)-1H-pyrrolo[3,2-b]pyridine-5-carboxamide